ClC=1C(=NC(=NC1)N[C@H](CO)C)C1=CC(=C2CN(C(C2=C1)=O)[C@@H](C(=O)OC(C)(C)C)C)F tert-butyl (R)-2-(6-(5-chloro-2-(((S)-1-hydroxypropan-2-yl)amino)pyrimidin-4-yl)-4-fluoro-1-oxoisoindolin-2-yl)propanoate